Para-fluoromethylbenzyl bromide FCC1=CC=C(CBr)C=C1